(R)-1-Amino-5-(1-(3-cyclopropoxy-4-methoxyphenyl)-2-(methylsulfonyl)ethyl)-4H-thieno[3,4-c]pyrrole-4,6(5H)-dione NC=1SC=C2C1C(N(C2=O)[C@@H](CS(=O)(=O)C)C2=CC(=C(C=C2)OC)OC2CC2)=O